C(C)(C)(C)OC(=O)N1N=CC(=C1)C(=O)O N-(tert-butoxycarbonyl)-1H-pyrazole-4-carboxylic acid